6-(1-((6-((3,4-dihydroisoquinolin-2(1H)-yl)methyl)-4-oxo-4H-pyran-3-yl)oxy)ethyl)-2-azaspiro[3.3]heptane-2-carboxylic acid tert-butyl ester C(C)(C)(C)OC(=O)N1CC2(C1)CC(C2)C(C)OC2=COC(=CC2=O)CN2CC1=CC=CC=C1CC2